C(C)OC1=CC(=NC=C1C#N)CN1C(C2=CC(=CC(=C2CC1)C1=CN(C(C=C1C(F)(F)F)=O)C)CN1C(=NC=C1)C)=O 4-ethoxy-6-((7-((2-methyl-1H-imidazol-1-yl)methyl)-5-(1-methyl-6-oxo-4-(trifluoromethyl)-1,6-dihydropyridin-3-yl)-1-oxo-3,4-dihydroisoquinolin-2(1H)-yl)methyl)nicotinonitrile